FC(C(=O)O)(F)F.C12(CC3CC(CC(C1)C3)C2)N(CCCCN)C N1-(adamantan-1-yl)-N1-methylbutan-1,4-diamine trifluoroacetate salt